FC(OC[C@H]1CN(C[C@@H](N1)C)C=1C=2N(C=C(C1)S(=O)(=O)NC1(CC1)C)C(=NC2)C=2SC(=NN2)C(F)F)F |o1:4,8| rel-8-((3R,5S)-3-((difluoromethoxy)methyl)-5-methylpiperazin-1-yl)-3-(5-(difluoromethyl)-1,3,4-thiadiazol-2-yl)-N-(1-methylcyclopropyl)imidazo[1,5-a]pyridine-6-sulfonamide